FC1=C(C#N)C=CC(=C1)C=1C2=C(C=NC1C=1C=C3C=NN(C3=CC1)C)N(C=N2)C[C@H]2CNCC2 (R)-2-fluoro-4-(6-(1-methyl-1H-indazol-5-yl)-3-(pyrrolidin-3-ylmethyl)-3H-imidazo[4,5-c]pyridin-7-yl)benzonitrile